3-bromo-7-(4-ethoxyphenyl)-10-methyl-10H-phenoxazine BrC=1C=CC=2N(C3=CC=C(C=C3OC2C1)C1=CC=C(C=C1)OCC)C